C(CCCCCCC\C=C/CCCCCCCC)(=O)OCC(COC(CCCCCCC\C=C/CCCCCCCC)=O)(COC(CCCCCCC\C=C/CCCCCCCC)=O)CO [2-(hydroxymethyl)-3-[(Z)-octadec-9-enoyl]oxy-2-[[(Z)-octadec-9-enoyl]oxymethyl]propyl] (Z)-octadec-9-enoate